N-(5-(N,N-bis(2,4-dimethoxybenzyl)sulfamoyl)pyridin-3-yl)-2-(4,4-difluoro-piperidin-1-yl)-6-methylnicotinamide COC1=C(CN(S(=O)(=O)C=2C=C(C=NC2)NC(C2=C(N=C(C=C2)C)N2CCC(CC2)(F)F)=O)CC2=C(C=C(C=C2)OC)OC)C=CC(=C1)OC